FC1=C(OC2=C(C=C(C=C2)NS(=O)(=O)CC)C2=CC(=[N+](C(=C2)C([2H])([2H])[2H])[O-])C([2H])([2H])[2H])C=CC(=C1)F 4-(2-(2,4-difluorophenoxy)-5-(ethylsulfonylamino)phenyl)-2,6-bis(methyl-d3)pyridine 1-oxide